CN1C(C2N(C(C1)C2)C(=O)NC2=CC(=C(C=C2)C)C2=NC=CC=C2)=O 3-methyl-N-(4-methyl-3-(pyridin-2-yl)phenyl)-2-oxo-3,6-diazabicyclo[3.1.1]heptane-6-carboxamide